COC1C2C3CC(CC3C(C1)C2)C=O octahydro-5-methoxy-4,7-methano-1H-indene-2-carboxaldehyde